3-({[(1R)-6-(3,4-dihydro-2H-1,4-benzoxazin-4-yl)-1,2,3,4-tetrahydronaphthalen-1-yl]methyl}amino)pyridine-4-carboxylic acid O1CCN(C2=C1C=CC=C2)C=2C=C1CCC[C@H](C1=CC2)CNC=2C=NC=CC2C(=O)O